COC1=CC=C(C=C1)N1CN(CC1C1=CC=CC=C1)C1=CC=CC=C1 3-(4-methoxyphenyl)-1,4-diphenylimidazolidine